C1CC(CCC1)CCC(=O)OCC=C 2-propenyl 3-cyclohexanepropanoate